CC(CC(=O)C1=C(C(=C(OCC2=NC=C(C=N2)C=2C(=C(C(=O)O)C=CC2)OC)C=C1)C)O)(C)C 3-(2-((4-(3,3-Dimethylbutanoyl)-3-hydroxy-2-methylphenoxy)methyl)pyrimidin-5-yl)-2-methoxybenzoic acid